C1(CC1)C1=NC=NC(=C1C1=NC=C(C(=N1)OCC1=CC(=C(C(=C1)C)C=1N(C=C(N1)C(F)(F)F)C)F)OC)OC 2-(4-cyclopropyl-6-methoxy-pyrimidin-5-yl)-4-[[3-fluoro-5-methyl-4-[1-methyl-4-(trifluoromethyl)imidazol-2-yl]phenyl]methoxy]-5-methoxy-pyrimidine